(2S,4R)-1-[(2S)-2-(4-cyclopropyltriazol-1-yl)-3,3-dimethyl-butanoyl]-N-[1-(3-fluoro-2-pyridyl)cyclobutyl]-4-hydroxy-pyrrolidine-2-carboxamide C1(CC1)C=1N=NN(C1)[C@H](C(=O)N1[C@@H](C[C@H](C1)O)C(=O)NC1(CCC1)C1=NC=CC=C1F)C(C)(C)C